OC[C@H](C1=CC=CC=C1)NC1=NC(=NC=C1C1=NN=C(O1)CCCCCC(=O)OCC)NC1=CC(=C(C=C1)S(=O)(=O)C)C ethyl 6-[5-[4-[[(1S)-2-hydroxy-1-phenyl-ethyl]amino]-2-(3-methyl-4-methylsulfonyl-anilino)pyrimidin-5-yl]-1,3,4-oxadiazol-2-yl]hexanoate